4,4'-dicarboxyl-biphenyl C(=O)(O)C1=CC=C(C=C1)C1=CC=C(C=C1)C(=O)O